4-phenyl-2-(2-thienyl)imidazole C1(=CC=CC=C1)C=1N=C(NC1)C=1SC=CC1